C(C)OC(=O)[C@H]1NCC2(C1)CCN(CC2)C2=NC(=NC(=C2)NCC2=C(C=CC=C2)N2CCCCC2)N.CNCCC2=CNC1=CC=C(C=C21)O N-methyl-5-hydroxytryptamine (S)-ethyl-8-(2-amino-6-((2-(piperidin-1-yl)benzyl)amino)pyrimidin-4-yl)-2,8-diazaspiro[4.5]decane-3-carboxylate